(2S)-5-(dimethylamino)-2-[9H-fluoren-9-ylmethoxycarbonyl-(methyl)amino]-5-oxo-pentanoic acid CN(C(CC[C@@H](C(=O)O)N(C)C(=O)OCC1C2=CC=CC=C2C=2C=CC=CC12)=O)C